BrC1=CC(=C(C=C1)NC(=O)C1=CC2=CN(N=C2C=C1)C)C(N)=O N-(4-bromo-2-carbamoylphenyl)-2-methyl-2H-indazole-5-carboxamide